C(C=C)N[C@@H](CCC(N)=O)C(=O)O allyl-glutamine